C(C)(C)(C)OC(=O)N1CCC(CC1)(F)CN1CCC(CC1)C1CCN(CC1)C1=CC2=C(N(C(N2C)=O)C2C(NC(CC2)=O)=O)C=C1 4-((1'-(1-(2,6-dioxopiperidin-3-yl)-3-methyl-2-oxo-2,3-dihydro-1H-benzo[d]imidazol-5-yl)-[4,4'-bipiperidin]-1-yl)methyl)-4-fluoropiperidine-1-carboxylic acid tert-butyl ester